C1(CCCC1)NC1=CC=C(C=C1)[C@H]1[C@H](C[C@@H]2[C@H](N1C(C1=C(C=CC=C1C)F)=O)COC2)C(=O)NC2=CC=C1C=NN(C1=C2)C (2R,3S,4aR,7aS)-2-(4-(cyclopentylamino)phenyl)-1-(2-fluoro-6-methylbenzoyl)-N-(1-methyl-1H-indazol-6-yl)octahydrofuro[3,4-b]pyridine-3-carboxamide